triphenylphosphine hydrobromide Br.C1(=CC=CC=C1)P(C1=CC=CC=C1)C1=CC=CC=C1